1,2-propylene terephthalate C1(C2=CC=C(C(=O)OC(CO1)C)C=C2)=O